C(C)(C)C1[C-](C2=C(C=CC=C(C2C1)C)C)C isopropyl-1,4,8-trimethyldihydroazulenide